4-((7-fluoro-11H-benzo[b]pyrido[3,2-f]azepin-11-yl)methyl)-N-hydroxybenzamide FC1=CC=CC=2N(C3=C(C=CC21)C=CC=N3)CC3=CC=C(C(=O)NO)C=C3